FC1=C(C=CC(=C1)C1=NNC(OC1)=O)C1=CC=C(C=C1)C 5-(2-fluoro-4'-methylbiphenyl-4-yl)-3,6-dihydro-2H-1,3,4-oxadiazin-2-one